(3-Hydroxy-4-(methoxy-d3)phenyl)acetic acid OC=1C=C(C=CC1OC([2H])([2H])[2H])CC(=O)O